C1NCC12CN(CC2)C2=NC1=C(N2CC2=NC=C(C#N)C=C2)C=CC=C1 6-((2-(2,6-diazaspiro[3.4]oct-6-yl)-1H-benzo[d]imidazol-1-yl)methyl)nicotinonitrile